[[(2S)-2-[2-(2-benzyloxyethoxy)ethoxy]propoxy]-diphenyl-methyl]benzene C(C1=CC=CC=C1)OCCOCCO[C@H](COC(C1=CC=CC=C1)(C1=CC=CC=C1)C1=CC=CC=C1)C